O1CCOC=2C1=C1C=NC=NC1=CC2 2,3-dihydro-[1,4]dioxino[2,3-f]quinazoline